ClC1=CC=C(CN2C(=NC=3N(C(N(C(C23)=O)CCCO)=O)CC)OC2=CC(=CC=C2)C(F)(F)F)C=C1 7-(4-chlorobenzyl)-3-ethyl-1-(3-hydroxypropyl)-8-(3-(trifluoromethyl)phenoxy)-1H-purine-2,6(3H,7H)-dione